C(C)[C@H]1N(C[C@@H](N(C1)C=1C2=C(N(C(N1)=O)C)C=CC(=N2)C#N)C)C2=CC(=C(C=C2)C(F)(F)F)F 4-((2s,5r)-5-ethyl-4-(3-fluoro-4-(trifluoromethyl)phenyl)-2-methylpiperazin-1-yl)-1-methyl-2-oxo-1,2-dihydropyrido[3,2-d]pyrimidine-6-carbonitrile